[5-(2-bromo-3-chloro-6-fluoro-phenyl)-1,3-dimethyl-6-oxo-pyridazin-4-yl]2-methylpropionate BrC1=C(C(=CC=C1Cl)F)C1=C(C(=NN(C1=O)C)C)OC(C(C)C)=O